1-Hexen oxid C1C(CCCC)O1